(R)-4-(1-fluoro-1-((6-methoxy-pyridin-3-yl)sulfonyl)ethyl)-N-(isoxazol-3-yl)piperidine-1-carboxamide F[C@](C)(S(=O)(=O)C=1C=NC(=CC1)OC)C1CCN(CC1)C(=O)NC1=NOC=C1